FC(C=1C(=C(C=CC1)[C@H](C)NC=1C2=C(N=C(N1)C)N=C(C(=C2)C2CC(C2)NC(=O)C2COC2)OC)F)F N-((1S,3s)-3-(4-(((R)-1-(3-(difluoromethyl)-2-fluorophenyl)ethyl)amino)-7-methoxy-2-methylpyrido[2,3-d]pyrimidin-6-yl)cyclobutyl)oxetane-3-carboxamide